CC1=CC=C(S1)C(CC(C#N)C=1SC=CC1)=O 4-(5-methylthiophene-2-yl)-4-oxo-2-(thien-2-yl)butyronitrile